((2-(6-(2-ethyl-5-fluoro-4-hydroxyphenyl)-1H-indazol-3-yl)-1H-imidazol-4-yl)methyl)-1-(2-hydroxyethyl)-1-methylurea C(C)C1=C(C=C(C(=C1)O)F)C1=CC=C2C(=NNC2=C1)C=1NC=C(N1)CNC(N(C)CCO)=O